magnesium bromine [Br].[Mg]